NC1=NN(C(=C1C(=O)OCC)C1=CN=NC=C1C)CC1=CC=C(C=C1)OC Ethyl 3-amino-1-(4-methoxybenzyl)-5-(5-methylpyridazin-4-yl)-1H-pyrazole-4-carboxylate